C(C1=CC=CC=C1)OC=1C(C=CN2N(CN(C(C21)=O)C)C21C(=CC3=CC(=C(C=C23)F)F)CC=2C=CC=CC21)=O 5-(benzyloxy)-1-(2,3-difluoroindeno[1,2-a]inden-4b(9H)-yl)-3-methyl-2,3-dihydro-1H-pyrido[2,1-f][1,2,4]triazine-4,6-dione